3-(methoxymethoxy)naphthalen-1-ol COCOC=1C=C(C2=CC=CC=C2C1)O